ClC=1C=C(C=C(C1OC=1C=C2C(=CC(=NC2=CC1)C1=NC=C(C=C1)Br)C)Cl)N1N=CC(NC1=O)=O 2-(3,5-Dichloro-4-((4-methyl-2-(5-bromopyridin-2-yl)quinolin-6-yl)oxy)phenyl)-3,5-dioxo-2,3,4,5-tetrahydro-1,2,4-triazine